C(C#CCCCCCC)O 2-nonyne-1-ol